C(C)(C)(C)C=1C=C(C=C(C1O)C(C)(C)C)C(C(=O)OCCCCCCCCCCCCCCCCCC)C octadecyl (3,5-di-t-butyl-4-hydroxyphenyl)propionate